(1R,5R,6R)-3-(7-(8-ethyl-7-fluoro-3-hydroxynaphthalen-1-yl)-8-fluoro-2-((1-(pyrrolidin-1-ylmethyl)cyclopropyl)methoxy)pyrido[4,3-d]pyrimidin-4-yl)-3-azabicyclo[3.2.1]octan-6-ol C(C)C=1C(=CC=C2C=C(C=C(C12)C1=C(C=2N=C(N=C(C2C=N1)N1C[C@H]2C[C@H]([C@@H](C1)C2)O)OCC2(CC2)CN2CCCC2)F)O)F